ClC(CC)(O)Cl Dichloro-1-propanol